ONC(CCCCCONC(C1=CC(=CC(=C1)C)C)=O)=O N-[[6-(Hydroxyamino)-6-oxohexyl]oxy]-3,5-dimethylbenzamide